N1(CCCC1)CCC=1C=CC(NC1)=O 5-(2-(Pyrrolidin-1-yl)ethyl)pyridin-2(1H)-one